Cerium-tungsten [W].[Ce]